6-({[(1-hydroxycyclobutyl)methyl]amino}methyl)-4-methoxy-2,3-dihydro-isoindol-1-one OC1(CCC1)CNCC1=CC(=C2CNC(C2=C1)=O)OC